C(C)C(CCC1=CC(=C(C=C1)C1=CC=C(S1)C1=CC=C(C2=NSN=C21)C2=CC=C(C=C2)N=NC2=CC=C(C1=CC=CC=C21)OCC(CCCC)CC)F)CCCC [4-[4-[5-[4-(3-ethylheptyl)-2-fluoro-phenyl]-2-thienyl]-2,1,3-benzothiadiazol-7-yl]phenyl]-[4-(2-ethylhexyloxy)-1-naphthyl]diazene